FC=1C=C2C[C@H](COC2=CC1)C(=O)C1=CN(C2=CC(=CC=C12)C=1C(=NNC1)OC)CCO (R)-(6-Fluorochroman-3-yl)(1-(2-hydroxyethyl)-6-(3-methoxy-1H-pyrazol-4-yl)-1H-indol-3-yl)methanone